2-Nitro-1-phenoxy-4-(trifluoromethyl)benzene [N+](=O)([O-])C1=C(C=CC(=C1)C(F)(F)F)OC1=CC=CC=C1